3-(2-methoxy-5-nitropyridin-4-yl)-2-oxopropanoic acid ethyl ester C(C)OC(C(CC1=CC(=NC=C1[N+](=O)[O-])OC)=O)=O